tert-butyl 7-(3-fluoro-4-(hydroxymethyl)-5-methoxyphenyl)-2-azaspiro[3.5]nonane-2-carboxylate FC=1C=C(C=C(C1CO)OC)C1CCC2(CN(C2)C(=O)OC(C)(C)C)CC1